ethyl-1-(4-(3,5-dimethoxystyryl) phenyl)-5-methyl-1H-pyrazole-4-carboxylate C(C)OC(=O)C=1C=NN(C1C)C1=CC=C(C=C1)C=CC1=CC(=CC(=C1)OC)OC